tert-butyl-((1R,2S,3R,5S)-8-(2,7-dichloro-8-fluoropyrido[4,3-d]pyrimidin-4-yl)-2-fluoro-8-azabicyclo[3.2.1]oct-3-yl) carbamate C(N)(O[C@H]1[C@H]([C@@]2(CC[C@@H](C1)N2C=2C1=C(N=C(N2)Cl)C(=C(N=C1)Cl)F)C(C)(C)C)F)=O